N1(C(=CC2=NC=CC=C21)C(=O)[O-])C(=O)[O-] 1H-pyrrolo[3,2-b]pyridine-1,2-dicarboxylate